CC=1C(NC(NN1)=O)=O 6-methyl-1,2,4-triazine-3,5(2H,4H)-dione